C(C)(=O)N1[C@H](CC[C@@H](C1)C)C1CN(CCC1)C(C(=O)NC=1C=NC(=C(C1)C)N)=O 2-[3-[(2R,5S)-1-acetyl-5-methyl-2-piperidyl]-1-piperidyl]-N-(6-amino-5-methyl-3-pyridyl)-2-oxo-acetamide